tert-butyl 2-((2-oxo-2,3-dihydro-1H-benzo[d]imidazol-5-yl)oxy)acetate O=C1NC2=C(N1)C=CC(=C2)OCC(=O)OC(C)(C)C